BrC=1C=C2C(=NC1)NC=C2C2=CC=C(C(=O)N)C=C2 4-(5-Bromo-1H-pyrrolo[2,3-b]pyridin-3-yl)benzamide